COCCO[C@@H]1CC[C@H](CC1)N (trans)-4-(2-methoxyethoxy)cyclohexan-1-amine